4-hydroxy-1,1-dimethyl-pyrrolidin-1-ium-2-carboxylic acid OC1CC([N+](C1)(C)C)C(=O)O